C(#N)C1=CC=C(C=C1)CN1C2=C(OCC1=O)C=C(C=C2)NC(=O)NC2=CC=C1C=CNC1=C2 1-(4-(4-cyanophenylmethyl)-3-oxo-3,4-dihydro-2H-benzo[b][1,4]oxazin-7-yl)-3-(1H-indol-6-yl)urea